C(C)(C)C1=C(C(=CC(=C1)C(C)C)C(C)C)C1=NC(=CC=C1)CP(C(C)C)C(C)C 2-(2,4,6-triisopropylphenyl)-6-(diisopropylphosphinomethyl)pyridine